[3-[(2-chloro-4-fluoro-phenyl)methoxy]azetidin-1-yl]-[6-[6-(trifluoromethyl)-3-pyridinyl]-2-azaspiro[3.3]heptan-2-yl]methanone ClC1=C(C=CC(=C1)F)COC1CN(C1)C(=O)N1CC2(C1)CC(C2)C=2C=NC(=CC2)C(F)(F)F